tert-butyl (3-((tertbutoxy carbonyl)amino)propyl)(4-((3-((tert-butoxycarbonyl)amino)propyl)amino)butyl)carbamate C(C)(C)(C)OC(=O)NCCCN(C(OC(C)(C)C)=O)CCCCNCCCNC(=O)OC(C)(C)C